N1(CCC(CC1)C1=C(C=C(C=C1)NC1C(NC(CC1)=O)=O)F)C1CCNCC1 3-((4-([1,4'-bipiperidin]-4-yl)-3-fluorophenyl)amino)piperidine-2,6-dione